CC1(CCN(CC1)C1CN(C1)[C@@H]1[C@H](CCCC1)OC=1C=C2CN(C(C2=CC1)=O)C1C(NC(CC1)=O)=O)C 3-(5-(((1S,2S)-2-(3-(4,4-dimethylpiperidin-1-yl)azetidin-1-yl)cyclohexyl)oxy)-1-oxoisoindolin-2-yl)piperidine-2,6-dione